FC(OC1=C(C=CC(=C1)C(F)(F)F)C=1C=2N(C(=NN1)N[C@@H]1C[C@H](CN(C1)CC)O)C=CC2F)F (3r,5r)-5-({1-[2-(difluoromethoxy)-4-(trifluoromethyl)phenyl]-8-fluoropyrrolo[1,2-d][1,2,4]triazin-4-yl}amino)-1-ethylpiperidin-3-ol